6-(3-chloro-4-methyl-phenoxy)-N-(3-nitro-4-pyridinyl)pyridin-3-amine ClC=1C=C(OC2=CC=C(C=N2)NC2=C(C=NC=C2)[N+](=O)[O-])C=CC1C